CN1CCN(CC1)C1=CC=C(C=N1)NC(=O)C=1C=C2C(=NC1)NC=C2C2=CC=1N(C=C2)N=CC1C(=O)N1CCN(CC1)C N-(6-(4-methylpiperazin-1-yl)pyridin-3-yl)-3-(3-(4-methylpiperazine-1-carbonyl)pyrazolo[1,5-a]pyridin-5-yl)-1H-pyrrolo[2,3-b]pyridine-5-carboxamide